(1r,4r)-4-((3-(3,4-bis(1,3-dioxolan-2-yl)phenyl)propionylamino)methyl)cyclohexane-1-carboxylic acid O1C(OCC1)C=1C=C(C=CC1C1OCCO1)CCC(=O)NCC1CCC(CC1)C(=O)O